FC=1C=C(C=C(C1)C(C)(C)O)S(=O)(=O)NC(NC1=C(C=C(C=C1C(C)C)F)C(C)C)=O 3-fluoro-N-(4-fluoro-2,6-diisopropylphenyl-carbamoyl)-5-(2-hydroxypropan-2-yl)benzenesulfonamide